C(C1=CC=CC=C1)OC=1C(=CC2=C(N(C[C@H]3N(C4=CC=CC=C4C3)C2=O)C(=O)OC2=CC=C(C=C2)[N+](=O)[O-])C1)OC 4-nitrophenyl (S)-9-(benzyloxy)-8-methoxy-6-oxo-12a,13-dihydro-6H-benzo[5,6][1,4]diazepino[1,2-a]indole-11(12H)-carboxylate